4,5,6,7-tetrahydro-6-methyl-2-aminobenzothiazole CC1CC2=C(N=C(S2)N)CC1